N1(N=NC2=C1C=CC=C2)CC(=O)N(C=2C=NC(=CC2)C=2C=NN(C2)C2OCCCC2)CC2=CC(=CC=C2)Cl 2-(benzotriazol-1-yl)-N-[(3-chlorophenyl)methyl]-N-[6-(1-tetrahydropyran-2-ylpyrazol-4-yl)-3-pyridyl]acetamide